(2R,3S,5R)-5-(6-amino-2-fluoro-9H-purin-9-yl)-2-ethynyl-2-((nonanoyloxy)methyl)tetra-hydrofuran-3-yl nonanoate C(CCCCCCCC)(=O)O[C@@H]1[C@](O[C@H](C1)N1C2=NC(=NC(=C2N=C1)N)F)(COC(CCCCCCCC)=O)C#C